6-hydroxypropyl-tetrahydropterin OCCCC1NC=2C(NC(=NC2NC1)N)=O